S1(CCC(CC1)C(=O)ON1C(C2=CC=CC=C2C1=O)=O)(=O)=O 1,3-dioxoisoindolin-2-yl tetrahydro-2H-thiopyran-4-carboxylate 1,1-dioxide